2-cyclopropyl-4-(trifluoromethoxy)aniline C1(CC1)C1=C(N)C=CC(=C1)OC(F)(F)F